1,8-Diazabicyclo[5.4.0]undeca-7-en N12CCCCCC2=NCCC1